ClC1=CC=C(C(=N1)S(=O)(=O)NC1CC1)O[C@H](C)C=1C=C(C=C2C(C(=C(OC12)C=1C=NN(C1)CCO)C)=O)C 6-Chloro-N-cyclopropyl-3-[(1R)-1-[2-[1-(2-hydroxyethyl)pyrazol-4-yl]-3,6-dimethyl-4-oxo-chromen-8-yl]ethoxy]pyridine-2-sulfonamide